Dimethylsilyl-bis(2-methylindenyl)zirconium C[SiH](C)[Zr](C1C(=CC2=CC=CC=C12)C)C1C(=CC2=CC=CC=C12)C